9-(4-((5-methyl-1H-pyrazol-3-yl)amino)thieno[2,3-d]pyrimidin-2-yl)-1,4,9-triazaspiro[5.5]undecan-5-one CC1=CC(=NN1)NC=1C2=C(N=C(N1)N1CCC3(C(NCCN3)=O)CC1)SC=C2